NC1=CC=C(C(=C1N1C[C@@H](CCC1)CNC(O)=O)C(F)(F)F)OC1=CC=CC=C1 ({(3S)-1-[6-amino-3-phenoxy-2-(trifluoromethyl)phenyl]piperidin-3-yl}methyl)carbamic acid